1-(1-(6-chloro-2-iodo-5-methoxypyridin-3-yl)-2,3-dimethylbut-2-yl)-4-oxo-1,4-dihydropyridine-3-carboxylic acid ethyl ester C(C)OC(=O)C1=CN(C=CC1=O)C(CC=1C(=NC(=C(C1)OC)Cl)I)(C(C)C)C